OC1=C(C=C2C(=C(C(OC2=C1C=O)=O)CCOCCOC)C)OC 7-hydroxy-6-methoxy-3-(2-(2-methoxyethoxy)ethyl)-4-methyl-2-oxo-2H-chromene-8-carbaldehyde